(2R,3R,4S,5R,6R)-4-(4-(2,3-difluoro-4-methylphenyl)-1H-1,2,3-triazol-1-yl)-2-(hydroxymethyl)-5-methoxy-6-((3-(3-methyloxetan-3-yl)isoxazol-5-yl)methyl)tetrahydro-2H-pyran-3-ol FC1=C(C=CC(=C1F)C)C=1N=NN(C1)[C@H]1[C@H]([C@H](O[C@@H]([C@@H]1OC)CC1=CC(=NO1)C1(COC1)C)CO)O